Arsenic (i) (3S)-ethyl 3-(2-(5-(2-(dimethylamino)ethyl)-3-fluoro-2-oxopyridin-1(2H)-yl)-4-methylpentanamido)-3-(4-fluoro-2',5,6'-trimethylbiphenyl-3-yl)propanoate CN(CCC=1C=C(C(N(C1)C(C(=O)N[C@@H](CC(=O)OCC)C=1C=C(C=C(C1F)C)C1=C(C=CC=C1C)C)CC(C)C)=O)F)C.[As+]